isopropyl (2R,3S,5R)-2-((((1S,3S,6R)-6-(5-bromopyrimidin-2-yl)bicyclo[4.1.0]heptan-3-yl)oxy)methyl)-3-((fluoromethyl)sulfonamido)-5-methylpyrrolidine-1-carboxylate BrC=1C=NC(=NC1)[C@]12CC[C@@H](C[C@@H]2C1)OC[C@@H]1N([C@@H](C[C@@H]1NS(=O)(=O)CF)C)C(=O)OC(C)C